1-(3-(((4-(2-((6-(6-hydroxypyridazin-4-yl)-1H-indazol-4-yl)amino)ethoxy)butyl)amino)methyl)-5-(trifluoromethoxy)phenyl)cyclopropanecarbonitrile OC1=CC(=CN=N1)C1=CC(=C2C=NNC2=C1)NCCOCCCCNCC=1C=C(C=C(C1)OC(F)(F)F)C1(CC1)C#N